(4-Chloropyridin-2-yl)(imino)(methyl)-λ6-sulfanone ClC1=CC(=NC=C1)S(=O)(C)=N